ClC1=C(C(=C2C=NN(C2=C1)CC1=CC=C(C=C1)OC)B(O)O)C(F)(F)F (6-chloro-1-(4-methoxybenzyl)-5-(trifluoromethyl)-1H-indazol-4-yl)boronic acid